FC(C1=CC=C(C=N1)CC1CC2(CN(C2)C(=O)OC(C)(C)C)C1)(F)F tert-butyl 6-[[6-(trifluoromethyl)-3-pyridinyl] methyl]-2-azaspiro[3.3]heptane-2-carboxylate